C(C)OC(=O)C1=NN(C(=C1Br)C1=CC(=C(C=C1)F)F)C1=NC=CC=C1 Ethyl-4-bromo-5-(3,4-difluorophenyl)-1-(pyridin-2-yl)-1H-pyrazol-3-carboxylat